chloroborane ClB